5-((1H-pyrazol-1-yl)methyl)-N-((5-(tert-butyl)-2-methoxyphenyl)sulfonyl)-6-methoxypicolinamide N1(N=CC=C1)CC=1C=CC(=NC1OC)C(=O)NS(=O)(=O)C1=C(C=CC(=C1)C(C)(C)C)OC